1-(Tert-butyl) 2-methyl (2S,4R)-4-((methyl sulfonyl)oxy)pyrrolidine-1,2-dicarboxylate CS(=O)(=O)O[C@@H]1C[C@H](N(C1)C(=O)OC(C)(C)C)C(=O)OC